OC=1C(C=CC(=CC1)C1=NC(=NC=C1)OC)=O 2-hydroxy-5-(2-methoxypyrimidin-4-yl)cyclohepta-2,4,6-trien-1-one